2-butyloctanoic acid butyl-octanoate C(CCC)OC(CCCCCCC)=O.C(CCC)C(C(=O)O)CCCCCC